4-(benzo[b]thiophen-4-ylamino)-2-((3-hydroxy-2,3,4,5-tetrahydro-benzo[b][1,4]oxazepin-7-yl)amino)pyrimidine-5-carboxamide S1C2=C(C=C1)C(=CC=C2)NC2=NC(=NC=C2C(=O)N)NC2=CC1=C(OCC(CN1)O)C=C2